[N+](=O)([O-])C1=CC=C(C=C1)S(=O)(=O)N[C@H]1[C@H](C[C@@H](C1)OCC1=CC=CC=C1)O |r| 4-nitro-N-[rac-(1R,2S,4R)-4-benzyloxy-2-hydroxy-cyclopentyl]benzenesulfonamide